O=C1NC(CCC1N1C(C2=CC=CC(=C2C1=O)NCC(=O)N1CCCCC1)=O)=O 1-((2-(2,6-dioxopiperidin-3-yl)-1,3-dioxoisoindolin-4-yl)glycyl)piperidin